N-[(2-amino-3-bromoquinolin-7-yl)methyl]-N-(4,4-difluoro-1,1-dioxo-3,4-dihydro-2H-1λ6-benzothiopyran-8-yl)-2-methylpyrimidine-5-carboxamide NC1=NC2=CC(=CC=C2C=C1Br)CN(C(=O)C=1C=NC(=NC1)C)C1=CC=CC=2C(CCS(C21)(=O)=O)(F)F